NC1=NC2=C(N1)C(=CC=C2)C2=CC=C1C=NC(=NC1=C2)NC2=C(C=C1CCNCC1=C2)OC 7-(2-amino-1H-benzimidazol-7-yl)-N-(6-methoxy-1,2,3,4-tetrahydroisoquinolin-7-yl)quinazolin-2-amine